NC=1SC=C(N1)CC(=O)N[C@@H]1B(O[C@@H](CC1)CC(=O)O)O 2-((3R,6S)-3-(2-(2-aminothiazol-4-yl)acetamido)-2-hydroxy-1,2-oxaborinan-6-yl)acetic acid